ethyl (2Z)-chloro-3-[2-chloro-5-(1,3,4,5,6,7-hexahydro-1,3-dioxo-2H-isoindol-2-yl)phenyl]-2-propenoate Cl\C(\C(=O)OCC)=C/C1=C(C=CC(=C1)N1C(C=2CCCCC2C1=O)=O)Cl